NC1=CC(=NC(=N1)CO)NC1=C(C(=O)NC)C(=CC=N1)NC(C)C ((6-amino-2-(hydroxymethyl)pyrimidin-4-yl)amino)-4-(isopropylamino)-N-methylnicotinamide